(6-(4-(4-chlorophenyl)-5-hydroxy-3-methyl-1H-pyrazol-1-yl)pyridin-3-yl)(imino)(methyl)-λ6-sulfanone ClC1=CC=C(C=C1)C=1C(=NN(C1O)C1=CC=C(C=N1)S(=O)(C)=N)C